CC(=CCC1=C(OCN(C(OC)=O)C2=CC=C(C=C2)[N+](=O)[O-])C=C(C=C1O)CCCCC)CCC=C(C)C methyl ((2-(3,7-dimethylocta-2,6-dien-1-yl)-3-hydroxy-5-pentylphenoxy)methyl)(4-nitrophenyl)carbamate